CC1CC2=CC(CCC2CC1C)C 2,3,7-Trimethyloctahydronaphthalen